3,5-di-tert-butyl-3-hydroxy-1-methylindolin-2-one C(C)(C)(C)C1(C(N(C2=CC=C(C=C12)C(C)(C)C)C)=O)O